Methyl 3-(4-(5-methoxy-1H-indol-3-yl)furan-2-yl)-3-oxopropanoate COC=1C=C2C(=CNC2=CC1)C=1C=C(OC1)C(CC(=O)OC)=O